methyl 6-(1-azaspiro[3.3]heptan-1-yl)quinoline-4-carboxylate N1(CCC12CCC2)C=2C=C1C(=CC=NC1=CC2)C(=O)OC